S(=O)(=O)(C)C=1C=C(CC2CC3(CN(C3)C(=O)N3CC4(C3)NC(OC4)=O)C2)C=CC1C(F)(F)F 2-[6-[3-mesyl-4-(trifluoromethyl)benzyl]-2-azaspiro[3.3]heptane-2-carbonyl]-7-oxa-2,5-diazaspiro[3.4]octan-6-one